N-((6-ethyl-1-methyl-1H-benzimidazol-7-yl)-methyl)-3,5-difluoro-4-methoxybenzamide C(C)C=1C=CC2=C(N(C=N2)C)C1CNC(C1=CC(=C(C(=C1)F)OC)F)=O